(R)-2-((2S,3R)-3-amino-4-(3-fluorophenyl)-2-hydroxybutanamido)-2-(3-(trifluoromethoxy)phenyl)acetic acid N[C@@H]([C@@H](C(=O)N[C@@H](C(=O)O)C1=CC(=CC=C1)OC(F)(F)F)O)CC1=CC(=CC=C1)F